antimony oxide [Sb]=O